tert-butyl (R)-6-(7-methyl-1,4-oxazepan-4-yl)quinoline-4-carboxylate C[C@@H]1CCN(CCO1)C=1C=C2C(=CC=NC2=CC1)C(=O)OC(C)(C)C